C(C)(C)(C)OC(N(C1=CC=C(C=C1)C)CC#C)=O prop-2-yn-1-yl-(p-tolyl)carbamic acid tert-butyl ester